3-[(4aR,6S,7S,7aR)-2,2-di-tert-butyl-7-methoxy-tetrahydro-4H-furo[3,2-d][1,3,2]dioxasilin-6-yl]propan-1-ol C(C)(C)(C)[Si]1(OC[C@@H]2[C@@H](O1)[C@H]([C@@H](O2)CCCO)OC)C(C)(C)C